NC1=NC2=CC=C(C=C2C=C1C)C(=O)N(CC1=NC=C(C=C1)C(F)(F)F)[C@H]1[C@@H](COCC1)OC 2-amino-N-((3S,4R)-3-methoxytetrahydro-2H-pyran-4-yl)-3-methyl-N-((5-(trifluoromethyl)-2-pyridinyl)methyl)-6-quinolinecarboxamide